C(C1=CC=CC=C1)N1CCC2(CC1)NC=1N(C(N=C(C1)OCC1=CC(=C(C(=C1)F)OC=1C=NC=C(C1)C(F)(F)F)F)=O)C2 1'-benzyl-7-((3,5-difluoro-4-((5-(trifluoromethyl)pyridin-3-yl)oxy)benzyl)oxy)-1H-spiro[imidazo[1,2-c]pyrimidine-2,4'-piperidin]-5(3H)-one